methyl-4-(1-(4-(trifluoromethoxy)benzyl)piperidin-4-yl)-1,4-dihydroquinoxaline-2,3-dione CN1C(C(N(C2=CC=CC=C12)C1CCN(CC1)CC1=CC=C(C=C1)OC(F)(F)F)=O)=O